FC1=C(C=CC(=C1)F)CC1(CN(CC1)C(=O)OC(C)(C)C)O tert-Butyl 3-[(2,4-difluorophenyl)methyl]-3-hydroxy-pyrrolidine-1-carboxylate